[(3R)-3-Aminobutyl](2-methylpropyl)amine N[C@@H](CCNCC(C)C)C